3-(4-((2-iodo-1-(2,2,2-trifluoroethyl)-1H-indol-4-yl)amino)piperidin-1-yl)propane-1,2-diyl diacetate C(C)(=O)OCC(CN1CCC(CC1)NC1=C2C=C(N(C2=CC=C1)CC(F)(F)F)I)OC(C)=O